ethylidene-Benzeneacetaldehyde C(C)=C(C=O)C1=CC=CC=C1